NC1=CC=C(C=N1)N1CC(CCC1)(O)CN1CCOCC1 1-(6-Aminopyridin-3-yl)-3-((N-morpholinyl)methyl)piperidin-3-ol